(1R,5S,8r)-3-(5-chloro-1-(1-(3-methoxybicyclo[1.1.1]pentan-1-yl)-1H-pyrazol-4-yl)-1H-indazol-6-yl)-8-methyl-3-azabicyclo[3.2.1]octan-8-ol ClC=1C=C2C=NN(C2=CC1N1C[C@H]2CC[C@@H](C1)C2(O)C)C=2C=NN(C2)C21CC(C2)(C1)OC